[NH+]1=C(C=CC=C1)C1=NC=CC=C1 bipyridyl-1-ium